FC1(CN(CC[C@H]1C1=CC=CC=2N(C(N(C21)C)=O)C2C(N(C(CC2)=O)CC2=CC=C(C=C2)OC)=O)C(=O)OC(C)(C)C)F 1-Tert-butyl (4S)-3,3-difluoro-4-[1-[1-[(4-methoxyphenyl)methyl]-2,6-dioxo-3-piperidyl]-3-methyl-2-oxo-benzimidazol-4-yl]piperidine-1-carboxylate